C1(=CC=C(C=C1)C=1OC(=CN1)C1=CC=CC=C1)C=1OC(=CN1)C1=CC=CC=C1 2,2'-(1,4-phenylene)bis[5-phenyloxazole]